3-[4-{5-(1H-Pyrazol-4-yl)furan-2-carboxamido}-3-(pyridine-2-yl)-1H-pyrazol-1-yl]-N-cyclopropylazetidine-1-carboxamide, formate salt C(=O)O.N1N=CC(=C1)C1=CC=C(O1)C(=O)NC=1C(=NN(C1)C1CN(C1)C(=O)NC1CC1)C1=NC=CC=C1